NC1=CC=C(C=N1)C=1C=C2C=C(C(=C(N2C1)C(C)N1CCOCC1)C)C(=O)O 2-(6-aminopyridin-3-yl)-6-methyl-5-(1-morpholinoethyl)indolizine-7-carboxylic acid